OC1=C(C=CC=C1)OC1=C(C=CC=C1)O hydroxyphenyl Ether